1-cyano-2-(4-cyclopropyl-benzyl)-4-(β-D-glucopyranos-1-yl)-benzene C(#N)C1=C(C=C(C=C1)[C@]1(O)[C@H](O)[C@@H](O)[C@H](O)[C@H](O1)CO)CC1=CC=C(C=C1)C1CC1